NC=1C=C(C=CC1)S(=O)(=O)NC(=O)C1=NC(=CC=C1CC1=C(C=C(C=C1C)C)C)C(C)(C)C N-(3-Aminophenyl)sulfonyl-6-tert-butyl-3-[(2,4,6-trimethylphenyl)methyl]pyridin-2-carboxamid